1,8,9-Anthracentriol C1(=CC=CC2=CC3=CC=CC(=C3C(=C12)O)O)O